4-[[5-(5-methyl-3,4-dihydro-2H-1,4-benzoxazin-6-yl)-2-thienyl]methyl]-1,2,4-triazol-3-one CC1=C(C=CC2=C1NCCO2)C2=CC=C(S2)CN2C(NN=C2)=O